ClC1=CC=2C(C=C(OC2C2=C1NC(=N2)C(F)(F)F)C2CCN(CC2)C(=O)OC(C)(C)C)=O tert-butyl 4-(4-chloro-6-oxo-2-(trifluoromethyl)-3,6-dihydrochromeno[7,8-d]imidazol-8-yl)piperidine-1-carboxylate